OP(O)OP(O)O.C(CCC)(C1=CC(=C(C=C1C)O)C(C)(C)C)C1=CC(=C(C=C1C)O)C(C)(C)C 4,4'-butylidene-bis(2-tert-butyl-5-methylphenol) diphosphite